methyl (2-(pyridin-2-yldisulfaneyl)ethyl)carbamate N1=C(C=CC=C1)SSCCNC(OC)=O